(9H-fluoren-9-yl)methyl (S)-(1-((4-(2-(((tert-butyldimethylsilyl)oxy)methyl)-1H-imidazol-1-yl)phenyl)amino)-1-oxo-5-ureidopentan-2-yl)carbamate [Si](C)(C)(C(C)(C)C)OCC=1N(C=CN1)C1=CC=C(C=C1)NC([C@H](CCCNC(=O)N)NC(OCC1C2=CC=CC=C2C=2C=CC=CC12)=O)=O